FC1=CC2=C(N(C(C(N2C)=O)=O)C2CCN(CC2)C2=NC=C(C=N2)CO)N=C1 7-Fluoro-4-(1-(5-(hydroxymethyl)pyrimidin-2-yl)piperidin-4-yl)-1-methyl-1,4-dihydropyrido[2,3-b]pyrazine-2,3-dione